1-ethynyl-cyclohexan-1-ol C(#C)C1(CCCCC1)O